(1S,3R)-3-[[1-(4-cyclopropyl-2-methoxy-phenyl)pyrido[3,4-d]pyridazin-4-yl]amino]cyclohexanol C1(CC1)C1=CC(=C(C=C1)C1=C2C(=C(N=N1)N[C@H]1C[C@H](CCC1)O)C=NC=C2)OC